methyl (2S)-2-[[(7S)-2,2-difluoro-6-azaspiro[3.4]octane-7-carbonyl]amino]-3-[(3S)-2-oxo-3-piperidyl]propanoate FC1(CC2(C1)CN[C@@H](C2)C(=O)N[C@H](C(=O)OC)C[C@H]2C(NCCC2)=O)F